C1(CC1)N1N=NC2=C1C=CC(=C2)C2=NC(=NO2)C2=C(C=CC=C2)C cyclopropyl-5-[3-(2-methylphenyl)-1,2,4-oxadiazol-5-yl]-1H-1,2,3-benzotriazole